OC(C1=C(C=C(C=C1)O)O)C=1C=NC=CC1 4-(hydroxyl-(pyridine-3-yl)methyl)-benzene-1,3-diol